3-(1,4-dimethyl-1H-benzo[d][1,2,3]triazol-5-yl)-3-(3-(((R)-2-ethyl-7-fluoro-2,3-dihydronaphtho[2,3-f][1,4]oxazepin-4(5H)-yl)methyl)-4-methylphenyl)-2,2-dimethylpropionic acid CN1N=NC2=C1C=CC(=C2C)C(C(C(=O)O)(C)C)C2=CC(=C(C=C2)C)CN2C[C@H](OC1=C(C2)C=C2C(=CC=CC2=C1)F)CC